ClC1=C(C(=C(C=C1)N1CCN(CC1)C1C(CNCC1)(F)F)F)F 1-(4-chloro-2,3-difluoro-phenyl)-4-(3,3-difluoro-4-piperidyl)piperazine